FC(OC1=C(C=CC=C1)C1=NN2C(=NC=3C=CC=CC3C2=N1)N[C@@H](C(=O)N)CC)F (2R)-2-({2-[2-(difluoromethoxy)phenyl][1,2,4]triazolo[1,5-c]quinazolin-5-yl}amino)butanamide